C(C)OC(CCOCCOCCNC(OC(C)(C)C)=O)=O 2,2-dimethyl-4-oxo-3,8,11-trioxa-5-azatetradecane-14-oic acid ethyl ester